CSC=1N=CC2=C(N1)N=C(C=C2C#C[Si](C(C)C)(C(C)C)C(C)C)NS(=O)(=O)C N-[2-(methylsulfanyl)-5-[2-(triisopropylsilyl)ethynyl]pyrido[2,3-d]pyrimidin-7-yl]methanesulfonamide